N1=CNC2=NC=CC(=C21)C=2C=NN(C2)C2=CC=C(C=N2)C(CC(=O)N(C)C)C(F)(F)F 3-(6-(4-(3H-imidazo[4,5-b]pyridin-7-yl)-1H-pyrazol-1-yl)pyridin-3-yl)-4,4,4-trifluoro-N,N-dimethylbutanamide